6-methyl-5-phenylpyrazolo[1,5-a]pyrimidine-3-carboxylic acid ethyl ester C(C)OC(=O)C=1C=NN2C1N=C(C(=C2)C)C2=CC=CC=C2